C(C)(C)(C)OC(=O)N1CCC(CC1)C1=CC=C(C=C1)C1=CC(=CC(=C1)N1N=NC(=C1)C1=CC=C(C=C1)C(F)(F)F)C(=O)OCC(=O)N(C)C 4-(3'-((2-(dimethylamino)-2-oxoethoxy)carbonyl)-5'-(4-(4-(trifluoromethyl)phenyl)-1H-1,2,3-triazol-1-yl)-[1,1'-biphenyl]-4-yl)piperidine-1-carboxylic acid tert-butyl ester